2-(3-(difluoromethoxy)benzyl)-6-mercaptophthalazin-1(2H)-one FC(OC=1C=C(CN2C(C3=CC=C(C=C3C=N2)S)=O)C=CC1)F